(3,5-Difluoro-2-iodo-phenyl) N-isopropylcarbamate C(C)(C)NC(OC1=C(C(=CC(=C1)F)F)I)=O